CC1(OB(OC1(C)C)C=1C=C(O[C@H]2CN(CC2)C(=O)OC(C)(C)C)C=CC1)C Tert-butyl (R)-3-(3-(4,4,5,5-tetramethyl-1,3,2-dioxaborolan-2-yl)phenoxy)pyrrolidine-1-carboxylate